1-(4-fluorobenzyl)-2-chlorobenzoimidazole FC1=CC=C(CN2C(=NC3=C2C=CC=C3)Cl)C=C1